CC=1CCCC(C1)C=1C(=C(C(=CC1O)CCCCC)C=1C=NC=NC1)O 5'-methyl-4-pentyl-3-(pyrimidin-5-yl)-1',2',3',4'-tetrahydro-[1,1'-biphenyl]-2,6-diol